C=1C2=CC=3C(N=C4C=CC=CC34)C2=CC(C1)=O indeno[1,2-b]indol-3(4bH)-one